COC=1C=C(C=CC1NC1=CC(=C2C(=N1)NC=C2C(F)(F)F)NC2=CC(=CC=C2)C(F)(F)F)C(=O)N2CCOCC2 (3-Methoxy-4-(3-(trifluoromethyl)-4-(3-(trifluoromethyl)phenylamino)-1H-pyrrolo[2,3-b]pyridin-6-ylamino)phenyl)(morpholino)methanon